FC1=CC=C(C=C1)N1N=CC2=CC(=CC=C12)[C@]1(NC(C[C@@H]1C(=O)OCC)=O)C ethyl (2S,3s)-2-(1-(4-fluorophenyl)-1H-indazol-5-yl)-2-methyl-5-oxopyrrolidine-3-carboxylate